20-hydroxy-nonacosa-22,25-dienoic acid OC(CCCCCCCCCCCCCCCCCCC(=O)O)CC=CCC=CCCC